N-(2-(4-benzyl-piperidin-1-yl)ethyl)-4-butoxybenzenesulfonamide C(C1=CC=CC=C1)C1CCN(CC1)CCNS(=O)(=O)C1=CC=C(C=C1)OCCCC